FC(C1=CC=CC(=N1)NC1=NC(=NC(=N1)NC1=NC(=CC=C1)C(F)(F)F)Cl)(F)F N,N'-bis(6-(trifluoromethyl)pyridin-2-yl)-6-chloro-[1,3,5]triazine-2,4-diamine